1-Aminoethane-1,2-bisthiol NC(CS)S